ClC1=NC=C(C(=C1)OC1(CCC1)O)C=1C=NN(C1)C (2-chloro-5-(1-methyl-1H-pyrazol-4-yl)pyridin-4-yloxy)cyclobutan-1-ol